(R)-1-(5-fluoro-3-(3-fluorophenyl)-4-oxo-4H-chromen-2-yl)ethyl methanesulfonate CS(=O)(=O)O[C@H](C)C=1OC2=CC=CC(=C2C(C1C1=CC(=CC=C1)F)=O)F